C(C=C)(=O)N1C[C@@H](CCC1)N1N=C(C=2C1=NC=NC2N)C2=CC=C(C1=C2OCO1)NS(=O)(=O)C1=CC2=CC=CC=C2C=C1 (R)-N-(7-(1-(1-acryloylpiperidin-3-yl)-4-amino-1H-pyrazolo[3,4-d]pyrimidin-3-yl)benzo[d][1,3]dioxol-4-yl)-2-naphthalenesulfonamide